C1(=CC=CC=C1)[S+](C1=CC=CC=C1)C1=CC=CC=C1.FC(F)(F)S(=O)(=O)[O-] trifluoromethyl-sulphonic acid triphenylsulfonium salt